C1(CC1)C1=CC=C(C2=CC=CC=C12)N1C(C(=CC=C1)N)[N+](=O)[O-] N-(4-cyclopropyl-naphthalene-1-yl)-2-nitro-3-aminopyridine